[(1r,3r)-3-[3-(6-{[(3R)-4,4-difluoro-3-methylpiperidin-1-yl]methyl}-1-oxo-4-(trifluoromethyl)-3H-isoindol-2-yl)phenyl]-3-[(4-methyl-1,2,4-triazol-3-yl)methyl]cyclobutyl]acetonitrile FC1([C@@H](CN(CC1)CC1=CC(=C2CN(C(C2=C1)=O)C=1C=C(C=CC1)C1(CC(C1)CC#N)CC1=NN=CN1C)C(F)(F)F)C)F